thioisooctanoic acid C(CCCCC(C)C)(=S)O